5-chloro-2-[3-chloro-2-[3-(difluoromethyl)-5-isoxazolyl]-phenoxy]-pyrimidine ClC=1C=NC(=NC1)OC1=C(C(=CC=C1)Cl)C1=CC(=NO1)C(F)F